C(CC)OC1=C(C=CC=C1)B(O)O 2-PROPOXYPHENYLBORONIC ACID